N1(CCCCCC1)C1CCCCCC1 azabicycloheptan